N-[5-[5-[(3R,4S)-4-fluoropyrrolidin-3-yl]oxy-2-prop-1-ynyl-4-pyridyl]pyrazolo[1,5-a]pyridin-2-yl]cyclopropanecarboxamide F[C@@H]1[C@@H](CNC1)OC=1C(=CC(=NC1)C#CC)C1=CC=2N(C=C1)N=C(C2)NC(=O)C2CC2